ClC=1C=CC(=C(C1)C1CCC2=CC(=CC=C12)S(=O)(=O)N)N1CCC2(CC1)CN(C1=CC(=CC=C12)F)C (5-chloro-2-{6-fluoro-1-methyl-1,2-dihydrospiro[indole-3,4'-piperidin]-1'-yl}phenyl)-2,3-dihydro-1H-indene-5-sulfonamide